2,4-bis(2,4-dimethylphenyl)-6-(2-hydroxy-4-hexyloxyphenyl)-1,3,5-triazine CC1=C(C=CC(=C1)C)C1=NC(=NC(=N1)C1=C(C=C(C=C1)C)C)C1=C(C=C(C=C1)OCCCCCC)O